[Br-].C(C)N1C=[N+](C(=C1C1=CC=C(C=C1)OC)C1=CC=C(C=C1)OC)CC N1,N3-diethyl-4,5-bis(4'-methoxyphenyl)imidazolium bromide